(R)-2-fluoro-4-(1-methyl-1H-1,2,3-triazol-4-yl)-N-(piperidin-3-yl)-N-(3-(prop-1-en-2-yl)thieno[3,2-c]pyridin-4-yl)benzamide FC1=C(C(=O)N(C2=NC=CC3=C2C(=CS3)C(=C)C)[C@H]3CNCCC3)C=CC(=C1)C=1N=NN(C1)C